2-chloro-4-methoxy-5-pyrazolo[1,5-a]pyridin-5-ylpyrrolo[2,1-f][1,2,4]triazine ClC1=NN2C(C(=N1)OC)=C(C=C2)C2=CC=1N(C=C2)N=CC1